CC=1OC2=C(C1C(=O)NC1(CCC1)C(=O)O)C=C(C=C2)OCC2=CN=C(S2)C 1-(2-methyl-5-((2-methylthiazol-5-yl)methoxy)benzofuran-3-carboxamido)cyclobutane-1-carboxylic acid